[Na].C1(=CC=CC=C1)C=1C2=CC=CC=C2C(=C2C=CC=CC12)C1=CC=CC=C1 9,10-diphenylanthracene sodium salt